N-[1-(oxetan-3-yl)indol-5-yl]butanamide O1CC(C1)N1C=CC2=CC(=CC=C12)NC(CCC)=O